N-(cyanomethyl)-4-(2-((1-(4,4-difluorocyclohexyl)-1H-pyrazol-4-yl)amino)-5-methylpyrimidin-4-yl)benzamide C(#N)CNC(C1=CC=C(C=C1)C1=NC(=NC=C1C)NC=1C=NN(C1)C1CCC(CC1)(F)F)=O